NC=1C(NC2=C3C=CC=NC3=C(C=C2C1C1=C2C=NNC2=C(C(=C1)F)F)OCC1CC1)=O 3-Amino-6-(cyclopropylmethoxy)-4-(6,7-difluoro-1H-indazol-4-yl)-1H-1,7-phenanthrolin-2-one